(3,5-di-tert-butyl-4-hydroxyphenyl) propanoate C(CC)(=O)OC1=CC(=C(C(=C1)C(C)(C)C)O)C(C)(C)C